C(C=CCCCCCCCCCCCCCCC)(=O)[O-] octadecenoat